2-benzyl 1-(tert-butyl) (2R,4S)-4-(3-bromobenzyl)pyrrolidine-1,2-dicarboxylate BrC=1C=C(C[C@H]2C[C@@H](N(C2)C(=O)OC(C)(C)C)C(=O)OCC2=CC=CC=C2)C=CC1